ClC1=C(C(=CC=C1F)F)C(C)OC=1C(=NC=C(C1)OCC1=NC=CC=C1)N 3-[1-(2-chloro-3,6-difluoro-phenyl)-ethoxy]-5-(pyridin-2-ylmethoxy)-pyridin-2-ylamine